N-(4-{2-[4-(3-Cyanophenyl)piperazin-1-yl]ethyl}cyclohexyl)-3-methoxypropanamide C(#N)C=1C=C(C=CC1)N1CCN(CC1)CCC1CCC(CC1)NC(CCOC)=O